FC=1C(=C(C=O)C=CC1C=O)F difluoroterephthalaldehyde